tert-butyl (2R,5S)-4-(7'-(ethylcarbamoyl)-6',7'-dihydrospiro[cyclobutane-1,5'-pyrrolo[2,3-d]pyrimidin]-4'-yl)-2,5-dimethylpiperazine-1-carboxylate C(C)NC(=O)N1CC2(C3=C1N=CN=C3N3C[C@H](N(C[C@@H]3C)C(=O)OC(C)(C)C)C)CCC2